3-(3-(3-cyclobutoxy-2,2-difluoropropoxy)propoxy)-1-methylazetidine C1(CCC1)OCC(COCCCOC1CN(C1)C)(F)F